2-NITRO-4-METHOXYPHENYLISOCYANIDE [N+](=O)([O-])C1=C(C=CC(=C1)OC)[N+]#[C-]